3,4-dibromophenylmethylhydrazine BrC=1C=C(C=CC1Br)CNN